O\N=C(\C(=O)NC1=CC=CC=C1)/C(C)=O (E)-2-(hydroxyimino)-3-oxo-N-phenylbutanamide